4-(2,7-Diazaspiro[3.5]non-2-yl)-5-fluoro-6-(2,2,2-trifluoroethyl)quinazoline C1N(CC12CCNCC2)C2=NC=NC1=CC=C(C(=C21)F)CC(F)(F)F